6-Fluoro-2-(1,5-diphenyl-1H-pyrazol-3-yl)quinoline FC=1C=C2C=CC(=NC2=CC1)C1=NN(C(=C1)C1=CC=CC=C1)C1=CC=CC=C1